COC1=C(C=CC=C1)C=1SC2=C(N1)C=CC=C2 2-(2'-methoxyphenyl)benzothiazole